C12(CCCC(OC1)C2)C(=O)ON2C(C1=CC=CC=C1C2=O)=O 1,3-dioxoisoindolin-2-yl 6-oxabicyclo[3.2.1]octane-1-carboxylate